6-[(2S,6R)-2-(1-cyclopropylpyrazol-4-yl)-6-methyl-morpholin-4-yl]-8-[2-fluoro-4-(trifluoromethyl)phenyl]-2,3-dimethyl-pyrimido[5,4-d]pyrimidin-4-one C1(CC1)N1N=CC(=C1)[C@H]1CN(C[C@H](O1)C)C=1N=C(C=2N=C(N(C(C2N1)=O)C)C)C1=C(C=C(C=C1)C(F)(F)F)F